(1R,3E,7E,11R)-1,5,5,8-Tetramethyl-12-oxobicyclo[9.1.0]dodeca-3,7-diene C[C@]12C\C=C\C(C\C=C(\CC[C@H]2C1=O)/C)(C)C